S-Methyl-4-[2-[(3,4-dimethylphenyl)methoxy]ethyl-methyl-amino]-4-methyl-pent-2-ynethioat CS=C(C#CC(C)(C)N(C)CCOCC1=CC(=C(C=C1)C)C)[O-]